9-ethyl-3,6-bis(4-fluorobenzoyl)carbazole C(C)N1C2=CC=C(C=C2C=2C=C(C=CC12)C(C1=CC=C(C=C1)F)=O)C(C1=CC=C(C=C1)F)=O